(5aS,6R,11bS)-10-(benzyloxy)-14-(cyclopropylmethyl)-2,3,4,5,6,7-hexahydro-6,11b-(epiminoethano)naphtho[1,2-d]Azepin-5a(1H)-ol C(C1=CC=CC=C1)OC1=CC=C2C[C@@H]3[C@]4([C@](CCNCC4)(C2=C1)CCN3CC3CC3)O